C(C1=CC=CC=C1)N1C([C@H](OC2=C1C=CC(=C2)NC(=O)NC(C)(CCO)C)C)=O 1-[(2R)-4-benzyl-2-methyl-3-oxo-2H-1,4-benzoxazin-7-yl]-3-(4-hydroxy-2-methylbutan-2-yl)urea